O1C(=CC2=C1C=CC=C2)C=2N(C=CC2F)C2=CC=CC=C2 2-(benzofuran-2-yl)-3-fluoro-1-phenyl-1H-pyrrole